((1s,4R)-4-methylcyclohexyl)pivalamide CC1CCC(CC1)CC(C(=O)N)(C)C